N-[2-(benzyl-propylamino)-indan-5-yl]-4-methylbenzene-sulfonamide C(C1=CC=CC=C1)N(C1CC2=CC=C(C=C2C1)NS(=O)(=O)C1=CC=C(C=C1)C)CCC